C(C)OC=1C=C2C=C(C(=C(C2=CC1OCC)C1=CC(N(C=C1)CCOC)=O)CO)CO 4-[6,7-diethoxy-2,3-bis(hydroxymethyl)-1-naphthalenyl]-1-(2-methoxyethyl)-2(1H)-pyridinone